(S)-Isopropyl 2-((R)-((5-hydroxy-4-(hydroxymethyl)-6-methylpyridin-3-yl)methoxy)(phenoxy)phosphorylamino)propanoate OC=1C(=C(C=NC1C)COC1=C(OP(=O)=N[C@H](C(=O)OC(C)C)C)C=CC=C1)CO